benzyl 4-[2-(methylsulfanyl)-7-oxo-[1,3]thiazolo[4,5-d]pyrimidin-6-yl]piperidine-1-carboxylate CSC=1SC2=C(N=CN(C2=O)C2CCN(CC2)C(=O)OCC2=CC=CC=C2)N1